(+)-(3R*,4S*)-4-(4-methoxy-phenyl)-2-oxopyrrolidine-3-carboxylic acid methyl ester COC(=O)[C@H]1C(NC[C@@H]1C1=CC=C(C=C1)OC)=O |o1:4,8|